C(C)(C)(C)OC(=O)N1[C@H](CC[C@@H](C1)NC(=O)OC(C)C)C=1SC(=CN1)Br trans-2-(5-bromothiazol-2-yl)-5-(isopropoxycarbonylamino)piperidine-1-carboxylic acid tert-butyl ester